(2S,3S)-ethyl 2-(((1-chloroethoxy)carbonyl)amino)-3-methylpentanoate ClC(C)OC(=O)N[C@H](C(=O)OCC)[C@H](CC)C